C(C)(C)(C)OC1C(CC2N(CCC3=CC(=C(C=C23)OC)O)C1)O 3-(tert-butoxy)-10-methoxy-1,3,4,6,7,11b-hexahydro-2H-pyrido[2,1-a]isoquinoline-2,9-diol